COC(=O)C1(CCN(CC1)C(=O)OC(C)(C)C)CC=C 4-allylpiperidine-1,4-dicarboxylic acid 1-(tert-butyl) ester 4-methyl ester